C(C1=CC=CC=C1)OC1=C(C(=NC(=C1C)C)Cl)C(=O)OCC1=CC=CC=C1 benzyl 4-benzyloxy-2-chloro-5,6-dimethyl-pyridine-3-carboxylate